C(C)(C)(C)OC(=O)N1CC(CC1)CC(=O)C1C(C=2C=C3C(C(C(C3=CC2C1=O)=O)C(CC1CN(CC1)C(=O)OC(C)(C)C)=O)=O)=O tert-butyl 3-{2-[6-(2-{1-[(tert-butoxy)carbonyl]pyrrolidin-3-yl}acetyl)-1,3,5,7-tetraoxo-1,2,3,5,6,7-hexahydro-s-indacen-2-yl]-2-oxoethyl}pyrrolidine-1-carboxylate